FC=1C=C(C=C(C1)F)S(=O)(=O)C1=CC=C(CNC(=O)C=2C=CC3N(C2)C=CN3)C=C1 N-(4-(3,5-difluorophenylsulfonyl)benzyl)-1,8a-dihydroimidazo[1,2-a]pyridine-6-carboxamide